6-(2-fluoroethyl)-7-oxo-pyrrolo[2,3-c]pyridine-1-carboxylic acid tert-butyl ester C(C)(C)(C)OC(=O)N1C=CC2=C1C(N(C=C2)CCF)=O